C[C@H](CC[C@H](C)C(=CO)C)[C@H]1CC[C@@H]2[C@@]1(CC[C@H]3[C@H]2CCC4[C@@]3(CCCC4)C)C Ergostenol